OC(COCC1=C(C=C2C([C@](C3(C(=C12)C)CC3)(C)O)=O)C)CO (6'R)-3'-((2,3-dihydroxypropoxy)methyl)-6'-hydroxy-2',4',6'-trimethylspiro[cyclopropane-1,5'-inden]-7'(6'H)-one